2-decyltrimethylmalonic acid potassium sodium salt [Na].[K].C(CCCCCCCCC)C(C(=O)OC)(C(=O)OC)C